7-((3,3-difluoro-1-methylpiperidin-4-yl)amino)-3-(2,2,2-trifluoroethyl)thieno[3,2-b]pyridin FC1(CN(CCC1NC1=C2C(=NC=C1)C(=CS2)CC(F)(F)F)C)F